N(C1=CC=CC=C1)C=1C=CC=C2C=CC=C(C12)S(=O)(=O)O 8-anilinonaphthalenesulfonic acid